(R)-7-((1-((benzyloxy)methyl)-2,2-difluorocyclopropyl)methyl)-2-((1-methyl-1H-1,2,3-triazol-4-yl)methyl)-7-azaspiro[3.5]nonane C(C1=CC=CC=C1)OC[C@]1(C(C1)(F)F)CN1CCC2(CC(C2)CC=2N=NN(C2)C)CC1